F.F[H-]F.C(CCC)[N+](CCCC)(CCCC)CCCC tetra-n-butyl-ammonium bifluoride hydrofluoric acid salt